(S)-1-(2-((5-(Benzylthio)pyridin-3-yl)methoxy)-5-chloro-4-((3-(2,3-dihydrobenzo[b][1,4]dioxin-6-yl)-2-methylbenzyl)oxy)benzyl)piperidine-2-carboxylic acid C(C1=CC=CC=C1)SC=1C=C(C=NC1)COC1=C(CN2[C@@H](CCCC2)C(=O)O)C=C(C(=C1)OCC1=C(C(=CC=C1)C1=CC2=C(OCCO2)C=C1)C)Cl